SC[Si](OCC)(OCC)OCC (1-Mercaptomethyl)triethoxysilan